N=1N(N=CC1)C1=C(C=C(C=N1)N)C(F)(F)F 6-(2H-1,2,3-triazol-2-yl)-5-(Trifluoromethyl)pyridin-3-amine